ClC1=NC(=CC(=C1)[C@H]1COC2(CC2)CN1C(C=C)=O)Cl (S)-1-(6-(2,6-dichloropyridin-4-yl)-4-oxa-7-azaspiro[2.5]octan-7-yl)prop-2-en-1-one